C(=O)C1CCC(CC1)C=1N=C2N(C=C(C(=C2)OC(C)C)C(=O)NC2=NC(=CC=C2)C(F)(F)F)C1 2-(4-formylcyclohexyl)-7-isopropoxy-N-[6-(trifluoromethyl)-2-pyridyl]imidazo[1,2-a]pyridine-6-carboxamide